ClC1=CC(=CC=2CN(CCOC21)CC2=NNN=C2)N2C=CC1=CC(=CC=C21)F 9-Chloro-7-(5-fluoroindol-1-yl)-4-(2H-1,2,3-triazol-4-ylmethyl)-3,5-dihydro-2H-1,4-benzoxazepine